[Na+].S(=O)(=O)([O-])[O-].[Mg+2] magnesium sulfate, sodium salt